N-{[4-(1-methyl-1H-indazole-5-sulfonyl)phenyl]methyl}-1H-pyrrolo[3,2-c]pyridine-2-carboxamide CN1N=CC2=CC(=CC=C12)S(=O)(=O)C1=CC=C(C=C1)CNC(=O)C1=CC=2C=NC=CC2N1